C(C)N1CCN(CC1)C1=CC(=C2C(=[N+]1[O-])CCCCCC2)C2=CC=C(C=C2)F 2-(4-ethylpiperazin-1-yl)-4-(4-fluorophenyl)-5,6,7,8,9,10-hexahydrocycloocta[b]pyridine 1-oxide